C1=CC=CC=2C3=CC=CC=C3C(C12)COC(=O)N[C@H](C(=O)NC1(CN(CCC1)C([C@@H](CC(=O)OC(C)(C)C)[C@H]1CCC2=CC=CC=C12)=O)CC1=CC=C(C=C1)Cl)COC tert-Butyl (3S)-4-(3-((S)-2-((((9H-fluoren-9-yl)methoxy)carbonyl)amino)-3-methoxypropanamido)-3-(4-chlorobenzyl)piperidin-1-yl)-3-((R)-2,3-dihydro-1H-inden-1-yl)-4-oxobutanoate